bis(4-(2-hydroxyethoxy)phenyl)sulfonium OCCOC1=CC=C(C=C1)[SH+]C1=CC=C(C=C1)OCCO